The molecule is a pentacyclic triterpenoid that is olean-12-ene substituted by carboxy groups at positions 23 and 28 and hydroxy groups at positions 3 and 16 ( the 3beta,16alpha stereoisomer). It has a role as a metabolite. It is a pentacyclic triterpenoid, a hydroxy carboxylic acid and a secondary alcohol. It derives from a hydride of an oleanane. C[C@]12CC[C@@H]([C@@]([C@@H]1CC[C@@]3([C@@H]2CC=C4[C@]3(C[C@H]([C@@]5([C@H]4CC(CC5)(C)C)C(=O)O)O)C)C)(C)C(=O)O)O